C1(=CC=CC2=CC=CC=C12)S(=O)(=O)N1C=CC=2C1=CN=CC2C2=CC=C(C#N)C=C2 4-[1-(naphth-1-ylsulfonyl)-1H-pyrrolo[2,3-c]pyridin-4-yl]benzonitrile